3,5-difluoropyridin-2-yl-propanamide FC=1C(=NC=C(C1)F)C(C(=O)N)C